[(9aS)-3-(4-fluoro-3-oxazol-5-yl-phenyl)-3,4,6,7,9,9a-hexahydro-1H-pyrazino[2,1-c][1,4]oxazin-8-yl]-(2-chloro-3-methoxyphenyl)methanone FC1=C(C=C(C=C1)C1CN2[C@H](CO1)CN(CC2)C(=O)C2=C(C(=CC=C2)OC)Cl)C2=CN=CO2